tert-butyl-4-[1-[4-[(2,6-dioxo-3-piperidyl)amino]-2-fluoro-phenyl]-4-piperidyl]piperidine-1-carboxylate C(C)(C)(C)OC(=O)N1CCC(CC1)C1CCN(CC1)C1=C(C=C(C=C1)NC1C(NC(CC1)=O)=O)F